2,5-dibromo-nitrobenzene BrC1=C(C=C(C=C1)Br)[N+](=O)[O-]